((3,5-difluorophenyl)difluoromethyl)-2-fluorobenzonitrile FC=1C=C(C=C(C1)F)C(F)(F)C=1C(=C(C#N)C=CC1)F